3-(1-(piperidin-3-yl)ethoxy)-2-(trifluoromethyl)pyridine hydrochloride Cl.N1CC(CCC1)C(C)OC=1C(=NC=CC1)C(F)(F)F